(3-Fluoro-2-methoxyphenyl)morpholine-4-carbothioamide FC=1C(=C(C=CC1)C1N(CCOC1)C(N)=S)OC